methyl 2-cyclopentyl-4-(1H-pyrazolo[4,3-b]pyridin-7-yl)benzoate C1(CCCC1)C1=C(C(=O)OC)C=CC(=C1)C1=C2C(=NC=C1)C=NN2